imidazo[1',2':1,5]Pyrrolo[2,3-c]Quinoline C1=C2C3=C(C=NC2=CC=C1)N1C(=C3)N=CC1